FC1(CCC(CC1)C1=NC(=NC2=C1N=C(N(C2=O)C)C)N2CC(OCC2)C=2C=NN(C2)C)F 8-(4,4-difluorocyclohexyl)-2,3-dimethyl-6-(2-(1-methyl-1H-pyrazol-4-yl)morpholino)pyrimido[5,4-d]pyrimidin-4(3H)-one